O1C[C@@H]([C@@H](CC1)NC(OC(C)(C)C)=O)NC(OCC1=CC=CC=C1)=O benzyl tert-butyl ((3R,4R)-tetrahydro-2H-pyran-3,4-diyl)dicarbamate